C(C)(C)(C)OC(=O)N1[C@@H](CN(CC1)C=1C2=C(N=CN1)N(C=C2C(=O)OC)C2=NC=CC(=C2)Cl)C methyl (R)-4-(4-(tert-butoxycarbonyl)-3-methylpiperazin-1-yl)-7-(4-chloropyridin-2-yl)-7H-pyrrolo[2,3-d]pyrimidine-5-carboxylate